7-Deaza-7-Propargylamino-deoxyguanosine C(C#C)NC1=CN([C@H]2C[C@H](O)[C@@H](CO)O2)C=2N=C(NC(C12)=O)N